bistrimellitic acid dianhydride C(C=1C(C(=O)O)=CC(C(=O)O)=CC1)(=O)OC(C=1C=C(C(C(=O)OC(C=2C(C(=O)O)=CC(C(=O)O)=CC2)=O)=CC1)C(=O)O)=O